ClCC1=CN=C(S1)C1=CCC2(OCCO2)CC1 5-(chloromethyl)-2-(1,4-dioxaspiro[4.5]dec-7-en-8-yl)thiazole